COC=1C=CC(=C(C1)NCCNC(C)=O)[N+](=O)[O-] N-[2-(5-methoxy-2-nitrophenylamino)ethyl]acetamide